hydrogen peroxide-iron (II) salt [Fe+2].OO